ClC=1C(=NC(=NC1)N1C[C@@H](CCC1)C(F)F)NC1=CC=2C3=C(C(N(C2C=C1)C)=O)OCC([C@@H](N3)C3CC3)(F)F (S)-10-((5-chloro-2-((R)-3-(difluoromethyl)piperidin-1-yl)pyrimidin-4-yl)amino)-2-cyclopropyl-3,3-difluoro-7-methyl-1,2,3,4-tetrahydro-[1,4]oxazepino[2,3-c]quinolin-6(7H)-one